[Si](C1=CC=CC=C1)(C1=CC=CC=C1)(C(C)(C)C)OC1C(COC1)(C)N1CCN(CC1)C=1C=C2C=C(N=CC2=CC1Cl)N 6-(4-(4-((tert-Butyldiphenylsilyl)oxy)-3-methyltetrahydrofuran-3-yl)piperazin-1-yl)-7-chloroisoquinolin-3-amine